FC=1C=C(C=CC1)C1CNC2(CCCCC2)C12C(NC1=CC=CC=C21)=O 4'-(3-fluorophenyl)-2''-oxodispiro[cyclohexane-1,2'-pyrrolidine-3',3''-indoline]